C(C1=CC=CC=C1)OC1=C(C=CC(=C1)C(F)(F)F)C=1C=2N(C(=NN1)N[C@H]1CN(CCC1)CCF)C=CC2 (R)-1-(2-(benzyloxy)-4-(trifluoromethyl)phenyl)-N-(1-(2-fluoroethyl)piperidin-3-yl)pyrrolo[1,2-d][1,2,4]triazin-4-amine